ClC1=CC(=NC=C1)C1=CN(C2=C1N=CN=C2N2[C@H](CN(CC2)C(=O)OC(C)(C)C)C)C2=NC=CC=C2 tert-butyl (S)-4-(7-(4-chloropyridin-2-yl)-5-(pyridin-2-yl)-5H-pyrrolo[3,2-d]pyrimidin-4-yl)-3-methylpiperazine-1-carboxylate